OC1=CC=C(C=C1)N=NC1=CC=CC=C1 4-hydroxyazobenzen